NCC(=O)C1C(C(O)=O)(O)O[C@H]([C@@H]([C@H]1O)N)[C@H](O)[C@H](O)CO glycoylneuraminic acid